C1(CC1)C1=NC2=CC=CC=C2C(=N1)N[C@H](CN1CCN(CC1)S(=O)(=O)C1=C(N=C(S1)NC(OC)=O)C)C methyl N-[5-({4-[(2S)-2-[(2-cyclopropylquinazolin-4-yl)amino]propyl]piperazin-1-yl}sulfonyl)-4-methyl-1,3-thiazol-2-yl]carbamate